octadecenylenedicarboxylic acid C(=CCCCCCCCCCCCCCCCCC(=O)O)C(=O)O